BrC=1C=C2C(=NC1C=N[S@@](=O)C(C)(C)C)N=C(S2)SC (S)-N-((6-bromo-2-(methylthio)thiazolo[4,5-b]pyridin-5-yl)methylene)-2-methylpropane-2-sulfinamide